C(C#CC)N1N=C2C(N(C(C=C2N2[C@H](CN([C@@H](C2)CC)C(C)C2=NC3=CC=CC=C3N=C2)CC)=O)C)=C1 2-(but-2-yn-1-yl)-7-((2S,5R)-2,5-diethyl-4-(1-(quinoxalin-2-yl)ethyl)piperazin-1-yl)-4-methyl-2,4-dihydro-5H-pyrazolo[4,3-b]pyridin-5-one